C(CCC)N(C1CCCCN2CCCN=C12)CCCC 6-dibutylamino-1,8-diazabicyclo(5.4.0)-undec-7-ene